benzyl (1-((5-chloropyridin-2-yl)oxy)-2,4-dimethylpentan-2-yl)carbamate ClC=1C=CC(=NC1)OCC(CC(C)C)(C)NC(OCC1=CC=CC=C1)=O